C(C1CCCO1)O monotetrahydrofurfuryl alcohol